C(C)N(C1=CC=C(C=C1)N(C1=CC=C(C=C1)N(CC)CC)C1=CC=C(C=C1)N(CC)CC)CC tri[4-(diethylamino)phenyl]amine